C(=O)(O)C(C(C(=O)O)O)O.NC1=NC(=NC=2N1N=C(N2)C=2OC=CC2)N2[C@@H](CCC2)C(=O)N2CCN(CCC2)C2=C(C=C(C=C2)F)F (S)-(1-(7-amino-2-(furan-2-yl)-[1,2,4]triazolo[1,5-a][1,3,5]triazin-5-yl)pyrrolidin-2-yl)(4-(2,4-difluorophenyl)-1,4-diazepan-1-yl)methanone 3-Carboxy-2,3-dihydroxypropanoate